{4-[6-(trifluoromethyl)pyrazin-2-yl]phenyl}methanol FC(C1=CN=CC(=N1)C1=CC=C(C=C1)CO)(F)F